(rel-(3aS,4S,6aR)-4-hydroxycyclopenta[c]pyrrol-2(1H)-yl)(5-methylthiophene-2-yl)methanone OC1=CC=C2CN(C=C21)C(=O)C=2SC(=CC2)C